CN(C(=O)C1CC2(CN(C2)C(=O)OC(C)(C)C)C1)C1=C(C=CC=C1)C tert-butyl 6-(methyl (o-tolyl) carbamoyl)-2-azaspiro[3.3]heptane-2-carboxylate